C1=CC=C(C=C1)P(C2=CC=CC=C2)C3=C(C4=CC=CC=C4C=C3)C5=C(C=CC6=CC=CC=C65)P(C7=CC=CC=C7)C8=CC=CC=C8 (R)-2,2'-bis-(diphenylphosphino)-1,1'-binaphthyl